ClC1=CC=C(C(=N1)C(=O)O)N[C@H](C)C=1C=C(C=C2C(N(C(=NC12)C1=CC=C(C=C1)C#N)C)=O)C (R)-6-chloro-3-((1-(2-(4-cyanophenyl)-3,6-dimethyl-4-oxo-3,4-dihydroquinazolin-8-yl)ethyl)amino)picolinic acid